Isopropyl (R)-4-hydroxy-2-methylbutanoate OCC[C@H](C(=O)OC(C)C)C